C(C)(C)(C)OC(=O)N1CCC(CC1)CCCCN1CCN(CC1)C(=O)[O-] 4-(4-(1-(tert-butoxycarbonyl)piperidin-4-yl)butyl)piperazine-1-carboxylate